2-(2-bromo-4-fluorophenyl)ethanol BrC1=C(C=CC(=C1)F)CCO